C(C)(C)(C)OC(NC1=C2C=C(N(C2=CC=C1)C1=CC=C(C=C1)F)C(C)C)=O (1-(4-fluorophenyl)-2-isopropyl-1H-indol-4-yl)carbamic acid tert-butyl ester